tert-butyl (1R,3S,5S)-3-(3-chloro-7-oxo-6,7-dihydropyrido[2,3-c]pyridazin-8(5H)-yl)-8-azabicyclo[3.2.1]octane-8-carboxylate ClC1=CC2=C(N=N1)N(C(CC2)=O)C2C[C@H]1CC[C@@H](C2)N1C(=O)OC(C)(C)C